C(C)NC(=O)C1=C(OC2=C1C(=C(C=C2)O)C(=O)N2CCCCC2)C2=CC=CC=C2 N-Ethyl-5-hydroxy-2-phenyl-4-(piperidine-1-carbonyl)benzofuran-3-carboxamide